allyl-1-propenyl disulphide C(C=C)SSC=CC